cis-2-(3-(8-(dimethylamino)-2-oxo-8-phenyl-1,3-diazaspiro[4.5]decan-3-yl)pyridin-4-yl)acetonitrile CN(C1(CCC2(CN(C(N2)=O)C=2C=NC=CC2CC#N)CC1)C1=CC=CC=C1)C